(1-{2-cyclopropyl-4-[4-(2-methoxy-phenyl)-piperidin-1-yl]-quinazolin-6-yl}-pyrrolidin-3-yl)-dimethyl-amine C1(CC1)C1=NC2=CC=C(C=C2C(=N1)N1CCC(CC1)C1=C(C=CC=C1)OC)N1CC(CC1)N(C)C